1-propylethylene C(CC)C=C